Cesium hydrogencarbonate C(O)([O-])=O.[Cs+]